FC1=C(C(=CC=C1C(C)C)OC)[C@H](C(=O)O)N1C[C@@H](CC1)N(CCCCCC1=NC=2NCCCC2C=C1)C (R)-2-(2-fluoro-3-isopropyl-6-methoxyphenyl)-2-((R)-3-(methyl(5-(5,6,7,8-tetrahydro-1,8-naphthyridin-2-yl)pentyl)amino)pyrrolidin-1-yl)acetic acid